2-(2-(2-aminophenoxy)ethoxy)-4-methylaniline NC1=C(OCCOC2=C(N)C=CC(=C2)C)C=CC=C1